OC[C@H](CCC=C)S(=O)(=O)N(CC1=CC=C(C=C1)OC)CC1=CC=C(C=C1)OC (S)-1-hydroxy-N,N-bis(4-methoxybenzyl)hex-5-ene-2-sulfonamide